C1(=CC=CC=C1)S(=O)(=O)OC=1C=CC=C2C=CC=NC12 8-quinolinyl benzenesulfonate